N-(pyrrolidin-3-yl)-8-(trifluoromethyl)quinolin-5-amine hydrochloride Cl.N1CC(CC1)NC=1C=2C=CC=NC2C(=CC1)C(F)(F)F